NC1=NC=CC=C1C1=NC=2C(=NC=C(C2)C2=CC=CC=C2)N1C1=CC=C(C=C1)C1CN(C1)C[C@@H]1CC[C@H](CC1)C(=O)OC trans-methyl 4-[[3-[4-[2-(2-amino-3-pyridyl)-6-phenyl-imidazo[4,5-b]pyridin-3-yl]phenyl]azetidin-1-yl]methyl]cyclohexanecarboxylate